CN(C1=NC=CC(=C1)OC)C1=NC=C(N=C1)N(C)C1=NC=CC(=C1)OC 2,5-bis(N-methyl-N'-(4-methoxy-2-pyridyl)amino)pyrazine